NCCOCCNCC(=O)O 2-Aminoethoxyethylglycine